N'-((2-(difluoromethyl)-1,2,3,5,6,7-hexahydro-s-indacen-4-yl)carbamoyl)-6,7-dihydro-5H-pyrazolo[5,1-b][1,3]oxazine-3-sulfonimidamide FC(C1CC2=CC=3CCCC3C(=C2C1)NC(=O)N=S(=O)(N)C=1C=NN2C1OCCC2)F